ClC=1C=C(C(=O)N2CC=3C(=NN4C3C(N(C[C@H]4C)C(C)C=4C=NC(=CC4)NN)=O)C[C@H]2C)C=CC1Cl (3R,7R)-2-(3,4-dichlorobenzoyl)-9-(1-(6-hydrazinylpyridin-3-yl)ethyl)-3,7-dimethyl-1,2,3,4,8,9-hexahydropyrido[4',3':3,4]pyrazolo[1,5-a]pyrazin-10(7H)-one